Cl.Cl.ClC1=CC2=C(N(C=N2)CCC[C@H]2NCCC[C@@H]2O)C(=C1)C1=C(SC(=C1)C)C (2R,3S)-2-(3-(5-chloro-7-(2,5-dimethylthiophen-3-yl)-1H-benzo[d]imidazol-1-yl)propyl)piperidin-3-ol dihydrochloride